C1(CC1)N=S(C(F)(F)F)(=O)C=1C=CC2=C(N=C(O2)C2=NC=CC=C2S(=O)(=O)CC)C1 cyclopropylimino-[2-(3-ethylsulfonyl-2-pyridyl)-1,3-benzooxazol-5-yl]-oxo-(trifluoromethyl)-lambda6-Sulfane